4-methoxy-N,N,2-trimethyl-5-nitro-benzenesulfonamide COC1=CC(=C(C=C1[N+](=O)[O-])S(=O)(=O)N(C)C)C